4-ethyl-nonanoic acid C(C)C(CCC(=O)O)CCCCC